2,2'-thio-bis(4-(1,1,1,3-tetramethylbutyl)-phenol) S(C1=C(C=CC(=C1)C(C(C)(C)C)C(C)C)O)C1=C(C=CC(=C1)C(C(C)(C)C)C(C)C)O